5-(7-(3,3,4,4-tetrafluoropyrrolidin-1-yl)pyrazolo[1,5-a]pyrimidin-5-yl)pyrimidine-2,4(1H,3H)-dione FC1(CN(CC1(F)F)C1=CC(=NC=2N1N=CC2)C=2C(NC(NC2)=O)=O)F